4-((2s,6R)-4-acryloyl-6-(difluoromethyl)morpholin-2-yl)-6-chloro-6'-fluoro-N-methyl-[2,4'-bipyridine]-2'-carboxamide C(C=C)(=O)N1C[C@@H](O[C@H](C1)C(F)F)C1=CC(=NC(=C1)Cl)C1=CC(=NC(=C1)F)C(=O)NC